(1S,2S,5R)-3-acetyl-N-[(S)-phenyl[4-(propan-2-yl)phenyl]methyl]-3-azabicyclo[3.1.0]hexane-2-carboxamide C(C)(=O)N1[C@@H]([C@H]2C[C@H]2C1)C(=O)N[C@H](C1=CC=C(C=C1)C(C)C)C1=CC=CC=C1